methyl cis-3-((methylsulfonyl)amino)-2-((4-phenylpyridin-2-yl)methyl)piperidine-1-carboxylate CS(=O)(=O)N[C@@H]1[C@@H](N(CCC1)C(=O)OC)CC1=NC=CC(=C1)C1=CC=CC=C1